((6S,7S,9S,11S)-7-ethyl-2-methoxy-7,8,9,10,12,13-hexahydro-5H-6,9-methanopyrido[1',2':1,2]azepino[4,5-b]indol-6(6aH)-yl)methanol C(C)[C@H]1C[C@@H]2CN3C1[C@](C=1NC4=CC=C(C=C4C1CC3)OC)(C2)CO